(3S)-N-[3-[2-(1,3-dimethylpyrazol-4-yl)-6-(morpholin-4-yl)pyridin-4-yl]-4-methylphenyl]-3-(2,2,2-trifluoroethyl)pyrrolidine-1-carboxamide CN1N=C(C(=C1)C1=NC(=CC(=C1)C=1C=C(C=CC1C)NC(=O)N1C[C@@H](CC1)CC(F)(F)F)N1CCOCC1)C